FC(S(=O)(=O)OC=1CC2CCC(C1)N2C(=O)OC(C)(C)C)(F)F tert-Butyl 3-(trifluoromethylsulfonyloxy)-8-azabicyclo[3.2.1]oct-3-ene-8-carboxylate